4'-fluoro-2-oxo-1,3'-bipiperidine-1'-carboxylic acid tert-butyl ester C(C)(C)(C)OC(=O)N1CC(C(CC1)F)N1C(CCCC1)=O